2-butyl-1-((6'-(methoxycarbonyl)-[1,1':3',1''-terphenyl]-4-yl)methyl)-1H-imidazole-5-carboxylic acid C(CCC)C=1N(C(=CN1)C(=O)O)CC1=CC=C(C=C1)C1=CC(=CC=C1C(=O)OC)C1=CC=CC=C1